Ethyl 2-{1-[(2S)-butan-2-yl]-1H-pyrazol-4-yl}-3-fluoro-5-nitrobenzoate C[C@@H](CC)N1N=CC(=C1)C1=C(C(=O)OCC)C=C(C=C1F)[N+](=O)[O-]